2-[1-(1,3-Benzodioxol-5-ylmethyl)-3,5-diphenyl-1H-pyrazol-4-yl]ethanehydroxamic acid O1COC2=C1C=CC(=C2)CN2N=C(C(=C2C2=CC=CC=C2)CC(=O)NO)C2=CC=CC=C2